N,1-dimethyl-N-(2-methyl-4-(4,4,5,5-tetramethyl-1,3,2-dioxaborolan-2-yl)phenyl)-1H-imidazole-5-carboxamide CN(C(=O)C1=CN=CN1C)C1=C(C=C(C=C1)B1OC(C(O1)(C)C)(C)C)C